ClC1=CC=C(C=N1)NC1=NC=CC2=CC(=CC=C12)OC1CCC(CC1)(F)F N-(6-chloropyridin-3-yl)-6-((4,4-difluorocyclohexyl)oxy)isoquinolin-1-amine